N-(4-((2-(1,1-difluoroethyl)-6-methylpyrimidin-4-yl)amino)-5-(pyrimidin-2-ylmethoxy)pyridin-2-yl)acetamide FC(C)(F)C1=NC(=CC(=N1)NC1=CC(=NC=C1OCC1=NC=CC=N1)NC(C)=O)C